N-(4-bromo-2-fluoro-5-methylphenyl)-4-(2,3-dihydroxypropyl)-1-methyl-1H-pyrazole-5-carboxamide BrC1=CC(=C(C=C1C)NC(=O)C1=C(C=NN1C)CC(CO)O)F